ClCC1=CC=C(C=C1)S(=O)(=N)C 1-(chloromethyl)-4-(S-methylsulphonimidoyl)benzene